CC1=C(N=C2N1C=CC(=C2)C(=O)N2C[C@@H](CCC2)NC(OC(C)(C)C)=O)C=2N(C1=CC=CC=C1C2)CC2=NC=CN=C2 tert-butyl (R)-(1-(3-methyl-2-(1-(pyrazin-2-ylmethyl)-1H-indol-2-yl)imidazo[1,2-a]pyridine-7-carbonyl)piperidin-3-yl)carbamate